C1N(CC2CN(CC(C21)C(=O)OCC)C(=O)OCC2=CC=CC=C2)C(=O)OC(C)(C)C 5-benzyl 2-(tert-butyl) 7-ethyl hexahydro-2H-pyrrolo[3,4-c]pyridine-2,5,7(3H)-tricarboxylate